[(3aR*,4S*,7R*,7aS)-1,3,3a,4,7,7a-hexahydro-1,3-dioxo-4,7-methano-2H-isoindole-2-yl]-N-8-quinolinyl-benzamide O=C1N(C([C@@H]2[C@@H]3C=C[C@H]([C@H]12)C3)=O)C3=C(C(=O)NC=1C=CC=C2C=CC=NC12)C=CC=C3 |o1:4,5,8|